ethyl 9-bromo-8-methoxy-1-(2,2,2-trifluoroethyl)-5,6-dihydroimidazo[5,1-a]isoquinoline-3-carboxylate BrC1=C(C=C2CCN3C(C2=C1)=C(N=C3C(=O)OCC)CC(F)(F)F)OC